6-carbamimidoyl-2-naphthol carbonate C(O)(=O)OC1=CC2=CC=C(C=C2C=C1)C(N)=N